phenyl-(2,4,6-trimethylbenzoyl)lithium hypophosphite [PH2](=O)O.C1(=CC=CC=C1)C=1C(=C(C(=O)[Li])C(=CC1C)C)C